[Pt+2].FC1=C(C(=C(C(=C1C1=C2NC(=C1)C=C1C=CC(=N1)C=C1C=CC(N1)=CC=1C=CC(N1)=C2)F)F)F)F (pentafluorophenyl)porphyrin platinum (II)